NC=1SC2=C(C1C#N)C(=CC=C2F)C2=C(C=C1C(=NC=NC1=C2F)N2CC1NC(C2)C1)Cl 2-Amino-4-[6-chloro-4-(3,6-diazabicyclo[3.1.1]heptan-3-yl)-8-fluoro-quinazolin-7-yl]-7-fluoro-benzothiophene-3-carbonitrile